3-(4-{2-[1-(5-chloro-1H-1,3-benzodiazol-2-yl)-5-hydroxy-3-[4-(trifluoromethyl)phenyl]-1H-pyrazol-4-yl]ethyl}phenyl)propanoic acid ClC1=CC2=C(NC(=N2)N2N=C(C(=C2O)CCC2=CC=C(C=C2)CCC(=O)O)C2=CC=C(C=C2)C(F)(F)F)C=C1